BrC=1C=C2C=CN(C2=CC1)C(C(C)(C)C)=O 5-bromo-1-pivaloyl-indole